C(C)(C)(C)OC(=O)N1CC(C1)CC(C=[N+]=[N-])=O 3-(3-diazo-2-oxopropyl)azetidine-1-carboxylic acid tert-butyl ester